N1=CC(=CC=C1)NC(=O)C=1N=C2N(C=C(C=C2)C2=NOC(=N2)C(F)(F)F)C1 N-(pyridin-3-yl)-6-(5-(trifluoromethyl)-1,2,4-oxadiazol-3-yl)imidazo[1,2-a]pyridine-2-carboxamide